P(Cl)(Cl)OC(COCC=C)COCC#C (allyloxy)-3-(propargyloxy)-2-propanol dichlorophosphite